3-(1,5-naphthyridin-2-yl)-1-(oxan-2-yl)indazole-7-carbonitrile N1=C(C=CC2=NC=CC=C12)C1=NN(C2=C(C=CC=C12)C#N)C1OCCCC1